FC=1C(=NC=C(C1)F)CNC(=O)C1=CN=C(S1)N1CCC(CC1)N1CC(CCC1)OCC N-[(3,5-difluoropyridin-2-yl)methyl]-2-[3-ethoxy[1,4'-bipiperidin]-1'-yl]-1,3-thiazol-5-carboxamide